(1R,3S)-3-(4,4-diethyl-2-imino-6-oxo-hexahydropyrimidin-1-yl)-N-[(3S,4R)-3-hydroxy-3-methyl-chroman-4-yl]-1-methoxy-indane-5-carboxamide C(C)C1(NC(N(C(C1)=O)[C@H]1C[C@H](C2=CC=C(C=C12)C(=O)N[C@H]1[C@](COC2=CC=CC=C12)(C)O)OC)=N)CC